1-[3-(triethoxysilyl)propyl]-5,5'-hexamethylenebis(1,2,3,4-tetrazole) C(C)O[Si](CCCC(CCCCCC1=NN=NN1)C1=NN=NN1)(OCC)OCC